CC(C)(C)S(=O)(=O)NCCCCCCCCCCCCCCCC(=O)O 16-((1,1-dimethylethyl)sulfonamido)hexadecanoic acid